FC1=CC=C(C=C1)C1=CC(=NC2=CC=C(C=C12)CCCCCC)N(CC(=O)O)CC(C)C 2-{[4-(4-fluorophenyl)-6-hexylquinolin-2-yl](2-methylpropyl)amino}acetic acid